N-((R)-1-(((S)-4-(cyclopropylamino)-3,4-dioxo-1-((R)-2-oxopyrrolidin-3-yl)butan-2-yl)amino)-4-methyl-1-oxopentan-2-yl)-9-hydroxy-9H-fluorene-9-carboxamide C1(CC1)NC(C([C@H](C[C@@H]1C(NCC1)=O)NC([C@@H](CC(C)C)NC(=O)C1(C2=CC=CC=C2C=2C=CC=CC12)O)=O)=O)=O